2-(2-(benzyloxy)-4-fluorobenzoyl)thiophene-3-carboxylic acid C(C1=CC=CC=C1)OC1=C(C(=O)C=2SC=CC2C(=O)O)C=CC(=C1)F